COC1=CC=C(C2=CN(N=C12)C)NC(OC(C)(C)C)=O tert-butyl (7-methoxy-2-methyl-2H-indazol-4-yl)carbamate